C(CCCCCCCCCCCCCCCCC)C1=C(C=CC=C1)OC(NC1CC(CC(C1)(C)C)(C)CNC(=S)OC1=C(C=CC=C1)CCCCCCCCCCCCCCCCCC)=S 3-((octadecylphenoxy)thiocarbonylamino-methyl)-3,5,5-trimethylcyclohexylthiocarbamic acid (octadecylphenyl) ester